ClC1=C(C=CC(=C1)Cl)NC(=O)C1=NC(=NO1)C=1SC=CC1 N-(2,4-dichlorophenyl)-3-(thien-2-yl)-1,2,4-oxadiazole-5-carboxamide